C(C)N1C(=CC2=CC(=CC=C12)[C@@H]1[C@H](C1)B1OC(C(O1)(C)C)(C)C)C=1C(=NC=CC1)[C@H](C)OC 1-ethyl-2-{2-[(1S)-1-methoxyethyl]pyridin-3-yl}-5-[(1S,2S)-2-(4,4,5,5-tetramethyl-1,3,2-dioxaborolan-2-yl)cyclopropyl]indole